C(C1=CC=CC=C1)OC(=O)NCCOC=1C=C(C=CC1)C[C@@H](C(=O)OC(C)(C)C)[C@H]1CN(CC1)C(=O)OC(C)(C)C tert-butyl (S)-3-((R)-3-(3-(2-(((benzyloxy)carbonyl)amino)ethoxy)phenyl)-1-(tert-butoxy)-1-oxopropane-2-yl)pyrrolidine-1-carboxylate